6-(2,6-difluorophenyl)-4-((4-(methylsulfonyl)phenyl)amino)pyridazine-3-carboxamide FC1=C(C(=CC=C1)F)C1=CC(=C(N=N1)C(=O)N)NC1=CC=C(C=C1)S(=O)(=O)C